4-amino-N-(5,6-dihydro-4H-cyclopenta[b]thiophen-4-yl)-7-fluoro-N-methyl-imidazo[1,5-a]quinoxaline-8-carboxamide NC=1C=2N(C3=CC(=C(C=C3N1)F)C(=O)N(C)C1CCC=3SC=CC31)C=NC2